OC1=C(C=CC=C1)C(C[Se]C1=CC=CC=C1)=O 1-(2-hydroxyphenyl)-2-(phenylseleno)ethan-1-one